3-bromo-4-[(2,4-difluorobenzyl)oxy]-1-[5-(5-hydroxyisoxazol-3-yl)-2-methylphenyl]-6-methylpyridin-2(1H)-one BrC=1C(N(C(=CC1OCC1=C(C=C(C=C1)F)F)C)C1=C(C=CC(=C1)C1=NOC(=C1)O)C)=O